C(C)(C)(C)OC(=O)N1C2=C(CCCC1)SC(=C2)C 2-methyl-5,6,7,8-tetrahydro-4H-thieno[3,2-b]azepine-4-carboxylic acid tert-butyl ester